Fluoro-3,9-dimethoxydibenzo[c,e]oxepin FC1=CC(=CC2=COC=C3C(=C21)C=CC(=C3)OC)OC